C(C)NC(=O)NC1CCC(CC1)(CCN1CCN(CC1)C1=NSC2=C1C=CC(=C2)F)F 1-Ethyl-3-(cis-4-fluoro-4-(2-(4-(6-fluorobenzo[d]isothiazol-3-yl)piperazin-1-yl)ethyl)cyclohexyl)urea